4-(7-deuteromethoxy-1-methyl-β-carbolin-9-yl)butyronitrile [2H]COC1=CC=C2C=3C=CN=C(C3N(C2=C1)CCCC#N)C